(4-(ethylsulfonyl)benzyl)-4-(1-methyl-4-(4-(trifluoromethyl)phenyl)pyrrolidin-2-yl)benzamide C(C)S(=O)(=O)C1=CC=C(CC2=C(C(=O)N)C=CC(=C2)C2N(CC(C2)C2=CC=C(C=C2)C(F)(F)F)C)C=C1